N-Cyclohexyl-3-aminopropyl-trimethoxysilan C1(CCCCC1)NCCC[Si](OC)(OC)OC